ClC=1C=C(OC2=C(C(=NC3=CC(=C(C=C23)NC(C)=O)OCC)CC)C#N)C=CC1OC N-(4-(3-chloro-4-methoxyphenoxy)-3-cyano-7-ethoxy-2-ethylquinolin-6-yl)acetamide